COC1=C(CNC2=NC=3C(=CC(=CC3C=3N2N=C(N3)[C@@H]3CC[C@@H](N(C3)C(=O)C3=NC=C(C(=C3)C)C(C)O)C)F)F)C=CC(=C1)OC ((2S,5R)-5-(5-((2,4-dimethoxybenzyl)amino)-7,9-difluoro-[1,2,4]triazolo[1,5-c]quinazolin-2-yl)-2-methylpiperidin-1-yl)(5-(1-hydroxyethyl)-4-methylpyridin-2-yl)methanone